7,7'-(1H-1,2,3-Triazole-1,4-diyl)bis(N-(trityloxy)heptanamide) N1(N=NC(=C1)CCCCCCC(=O)NOC(C1=CC=CC=C1)(C1=CC=CC=C1)C1=CC=CC=C1)CCCCCCC(=O)NOC(C1=CC=CC=C1)(C1=CC=CC=C1)C1=CC=CC=C1